COC1=CC=C(C=C1)C1=NN=C(N=N1)CNC(OC(C)(C)C)=O tert-butyl ((6-(4-methoxyphenyl)-1,2,4,5-tetrazin-3-yl)methyl)carbamate